N-(4'-((4-((1r,3r)-3-hydroxycyclobutoxy)-6-(methylsulfonyl)pyridin-2-yl)amino)-5-(methoxymethyl)-[2,3'-bipyridin]-6'-yl)acetamide OC1CC(C1)OC1=CC(=NC(=C1)S(=O)(=O)C)NC1=C(C=NC(=C1)NC(C)=O)C1=NC=C(C=C1)COC